C(C)C=1C2N(C3=CC=CC=C3C1)C(N(C2=O)CC2=CC=CC=C2)=O ethyl-2-benzyl-1,3-dioxo-2,3-dihydroimidazo[1,5-a]quinoline